O1COC2C1CC(C2)N tetrahydro-3aH-cyclopenta[d][1,3]dioxolen-5-amine